FC1=CC(=NC=2CCCCC12)N1CCNCC1 (6S)-4-fluoro-2-(piperazin-1-yl)-5,6,7,8-tetrahydroquinolin